6-fluoro-N-((3S,4R)-3-fluoro-1-(oxetan-3-yl)piperidin-4-yl)-4-methoxy-5-(1-(2,2,2-trifluoroethyl)-1H-benzo[d][1,2,3]triazol-6-yl)pyrrolo[2,1-f][1,2,4]triazin-2-amine FC=1C(=C2C(=NC(=NN2C1)N[C@H]1[C@H](CN(CC1)C1COC1)F)OC)C=1C=CC2=C(N(N=N2)CC(F)(F)F)C1